ClC=1C=CC(=C(C1)[C@@H]1C[C@@H](CC1)NC(=O)C=1N=NN(C1)[C@@H](C)C=1C=NC(=CC1C)N1C([C@@H]2C[C@@H]2C1)=O)C#N |o1:20| N-((1R,3S)-3-(5-chloro-2-cyanophenyl)cyclopentyl)-1-((S or R)-1-(4-methyl-6-((1R,5S)-2-oxo-3-azabicyclo[3.1.0]hexan-3-yl)pyridin-3-yl)ethyl)-1H-1,2,3-triazole-4-carboxamide